2-chloro-9-isopropyl-N-({2-[3-(oxan-4-yl)pyrazol-1-yl]phenyl}methyl)purin-6-amine ClC1=NC(=C2N=CN(C2=N1)C(C)C)NCC1=C(C=CC=C1)N1N=C(C=C1)C1CCOCC1